[2-(4-cyclopropyl-6-methoxy-pyrimidin-5-yl)-5H-pyrrolo[3,2-d]pyrimidin-7-yl]-[3-methyl-4-[1-methyl-4-(trifluoromethyl)imidazol-2-yl]phenyl]methanol C1(CC1)C1=NC=NC(=C1C=1N=CC2=C(N1)C(=CN2)C(O)C2=CC(=C(C=C2)C=2N(C=C(N2)C(F)(F)F)C)C)OC